(R)-1-(2-chlorophenyl)ethyl (1-methyl-4-(6-methyl-5-(N-methylmethylsulfonamido)pyridin-2-yl)-1H-1,2,3-triazol-5-yl)carbamate CN1N=NC(=C1NC(O[C@H](C)C1=C(C=CC=C1)Cl)=O)C1=NC(=C(C=C1)N(S(=O)(=O)C)C)C